(S)-3-amino-6-(((benzyloxy)carbonyl)amino)hexanoic acid N[C@H](CC(=O)O)CCCNC(=O)OCC1=CC=CC=C1